CC=1C(=C2C=CNC2=C(C1)C)O[C@@H]1[C@@H](C[C@@H](CC1)OC)C1=CC=C(C(=O)O)C=C1 |r| racemic-4-((1S*-2S*,5R*)-2-((5,7-dimethyl-1H-indol-4-yl)oxy)-5-methoxycyclohexyl)benzoic acid